ClC1=C(C=C(C=C1)[C@@H](CO)N1C(N[C@](C1=O)(CC(C)(C)C)C1=CC=C(C=C1)C#N)=NC(OCC1=CC=CC=C1)=O)N1N=CN=C1 benzyl ((R)-1-((S)-1-(4-chloro-3-(1H-1,2,4-triazol-1-yl)phenyl)-2-hydroxyethyl)-4-(4-cyanophenyl)-4-neopentyl-5-oxoimidazolidin-2-ylidene)carbamate